4-(2-chlorophenyl)piperazine ClC1=C(C=CC=C1)N1CCNCC1